didodecyl-methyl-(4-vinylbenzyl)ammonium chloride [Cl-].C(CCCCCCCCCCC)[N+](CC1=CC=C(C=C1)C=C)(C)CCCCCCCCCCCC